3-(5-(5-(4-Fluorophenyl)-1-methyl-1H-pyrazol-4-yl)-1-oxoisoindolin-2-yl)piperidine-2,6-dione FC1=CC=C(C=C1)C1=C(C=NN1C)C=1C=C2CN(C(C2=CC1)=O)C1C(NC(CC1)=O)=O